4,4'-dodecafluorophenylenediphenol FC1(CC=C(C=C1)C1=C(C=CC=C1)C1(C(C(C(C(C1(F)F)(F)F)(OF)F)(F)F)(F)F)F)O